C(C=C)(=O)NC1=C2C=CC=NC2=C2N=CC=CC2=C1 5-acrylamido-1,10-phenanthroline